O1CCN(CC1)C1=C2C(=NC(=C1)N1N=C(C=C1)C=1C=C(C=CC1)C)NC(=N2)C(=O)O 7-morpholino-5-(3-(m-tolyl)-1H-pyrazol-1-yl)-3H-imidazo[4,5-b]pyridine-2-carboxylic acid